NC=1N=C(SC1)NC1=CC=CC=C1 4-amino-2-anilino-1,3-thiazol